N1,N1'-([1,1'-biphenyl]-3,5-diylbis(methylene))bis(N3-(3-(isobutylamino)propyl)-2,2-dimethylpropane-1,3-diamine), hydrochloride salt Cl.C1(=CC(=CC(=C1)CNCC(CNCCCNCC(C)C)(C)C)CNCC(CNCCCNCC(C)C)(C)C)C1=CC=CC=C1